bis(4-(dimethylsilyl) phenyl) sulfide C[SiH](C1=CC=C(C=C1)SC1=CC=C(C=C1)[SiH](C)C)C